silver hydrogen peroxide silver [Ag].OO.[Ag]